OCC1CN(C1)CC1CN(C1)C(=O)OC(C)(C)C tert-butyl 3-((3-(hydroxymethyl)azetidin-1-yl)methyl)azetidine-1-carboxylate